FC(C1=NN=C(O1)N1C(N(C2=C1C=C(C(=C2)F)S(=O)(=O)NC2(CC2)CF)C)=O)F 3-[5-(difluoromethyl)-1,3,4-oxadiazol-2-yl]-6-fluoro-N-[1-(fluoromethyl)cyclopropyl]-1-methyl-2-oxo-benzimidazole-5-sulfonamide